3-diazo-1-(1-methyl-2-oxabicyclo[2.2.2]octan-4-yl)propan-1-one [N+](=[N-])=CCC(=O)C12COC(CC1)(CC2)C